4-((4-(1-Cyclopentyl-1H-pyrazol-4-yl)pyridin-2-yl)((4-(4-methoxy-3-methylphenyl)bicyclo[2.2.2]octan-1-yl)methyl)carbamoyl)(trans-cyclohexyl) 3-(hydroxymethyl)azetidine-1-carboxylate OCC1CN(C1)C(=O)O[C@@H]1CC[C@H](CC1)C(N(CC12CCC(CC1)(CC2)C2=CC(=C(C=C2)OC)C)C2=NC=CC(=C2)C=2C=NN(C2)C2CCCC2)=O